lanthanum azelate C(CCCCCCCC(=O)[O-])(=O)[O-].[La+3].C(CCCCCCCC(=O)[O-])(=O)[O-].C(CCCCCCCC(=O)[O-])(=O)[O-].[La+3]